NC1C(N(C2=C(OC1)C=CC(=C2)CCC(=O)N)C)=O 3-(3-amino-5-methyl-4-oxo-2,3,4,5-tetrahydrobenzo[b][1,4]oxazepin-7-yl)propanamide